xylose acrylate C(C=C)(=O)O.O=C[C@H](O)[C@@H](O)[C@H](O)CO